ClC=1C=C(C=CC1N1CCOCC1)NC(C)=O N-(3-chloro-4-morpholinophenyl)acetamide